9-(pyridin-4-yl)-2,3,4,7-tetrahydro-1H-pyrrolo[2,3-c][2,6]naphthyridine N1=CC=C(C=C1)C1=CNC=2N=CC=3CCNCC3C21